dimethyl-bis(phenylcarbonothioyl)propanedihydrazide CN(N)C(C(C(=O)N(N)C)(C(=S)C1=CC=CC=C1)C(=S)C1=CC=CC=C1)=O